4,4-dimethyl-5,7-divinylchroman-2-one CC1(CC(OC2=CC(=CC(=C12)C=C)C=C)=O)C